5-Chloro-2-(N-azetidinylcarbamoyl)-3-pyridinyl 3-[4-(4-chlorothiazol-2-yl)-1H-1,2,3-triazol-1-yl]-3-deoxy-2-O-methyl-1-thio-α-D-galactopyranoside ClC=1N=C(SC1)C=1N=NN(C1)[C@@H]1[C@H]([C@@H](SC=2C(=NC=C(C2)Cl)C(NN2CCC2)=O)O[C@@H]([C@@H]1O)CO)OC